5-(4-methoxyphenyl)-1-(4-chlorophenyl)-3-difluoromethyl-1H-pyrazole-4-carbonitrile COC1=CC=C(C=C1)C1=C(C(=NN1C1=CC=C(C=C1)Cl)C(F)F)C#N